(S)-6'-chloro-N,N-bis(4-methoxybenzyl)-3',4'-dihydro-2H,2'H-spiro[benzo[b][1,4]oxazepine-3,1'-naphthalene]-7-sulfonamide ClC=1C=C2CCC[C@]3(C2=CC1)C=NC1=C(OC3)C=CC(=C1)S(=O)(=O)N(CC1=CC=C(C=C1)OC)CC1=CC=C(C=C1)OC